BrC1=CC=2N(C=C1)C(=NN2)C(=O)NC=2C(=NC=C(C2)NC(=O)NCCN2C(CCC2)(C)C)C 7-Bromo-N-(5-(3-(2-(2,2-dimethylpyrrolidin-1-yl)ethyl)ureido)-2-methylpyridin-3-yl)-[1,2,4]triazolo[4,3-a]pyridine-3-carboxamide